4-ethynyl-7-((2-methoxyphenyl)amino)-1-phenylpyrimido[4,5-d]pyrimidin-2(1H)-one C(#C)C1=NC(N(C2=NC(=NC=C21)NC2=C(C=CC=C2)OC)C2=CC=CC=C2)=O